[4-(3-tert-Butyl-1,2,4-triazol-1-yl)phenyl]-[4-(5-methyloxazolo[4,5-b]pyridin-2-yl)piperazin-1-yl]methanon diethyl-5-amino-3-ethyl-2,4-thiophenedicarboxylate C(C)OC(=O)C=1SC(=C(C1CC)C(=O)OCC)N.C(C)(C)(C)C1=NN(C=N1)C1=CC=C(C=C1)C(=O)N1CCN(CC1)C=1OC=2C(=NC(=CC2)C)N1